ditolyl-glycerol methyl-acrylate CC(C(=O)OC(C(O)C(O)C1=C(C=CC=C1)C)C1=C(C=CC=C1)C)=C